2-fluoro-N,4-dimethoxy-N-methylthieno[3,2-e]benzofuran-7-carboxamide FC=1OC2=C(C1)C1=C(C=C2OC)SC(=C1)C(=O)N(C)OC